5-Ethyl-2-methoxy-N-(4-(trifluoromethyl)benzo[d]isoxazol-3-yl)benzenesulfonamide C(C)C=1C=CC(=C(C1)S(=O)(=O)NC1=NOC2=C1C(=CC=C2)C(F)(F)F)OC